4-(2-(6-hydroxy-2-naphthyl)ethyl)1-methylpyridine OC=1C=C2C=CC(=CC2=CC1)CCC1=CCN(C=C1)C